3-Chloro-4-[(2,4-dimethoxyphenyl)methyl]-7,8-dihydro-6H-furo[2',3':4,5]pyrrolo[2,3-c]pyridazine ClC1=C(C2=C(N=N1)NC1=C2OCC1)CC1=C(C=C(C=C1)OC)OC